N,N-dimethyl-iodoaniline CN(C1=C(C=CC=C1)I)C